1,2-Cyclohexanedicarboxylic acid-d tert-Butyl-3-(4-acetyl-2-bromophenyl)-3,8-diazabicyclo[3.2.1]octane-8-carboxylate C(C)(C)(C)OC(=O)N1C2CN(CC1CC2)C2=C(C=C(C=C2)C(C)=O)Br.C2(C(CCCC2)C(=O)O[2H])C(=O)O